C(C(C(CCCO)O)O)O 1,2,3,6-hexantetraol